N1=CN=CC2=C1C=NC=C2 pyridino[3,4-d]pyrimidine